3,9-diazabicyclo[4.2.1]nonan-3-yl-[1-(4-methoxyphenyl)-1,4,6,7-tetrahydropyrano[4,3-c]pyrazol-3-yl]methanone C12CN(CCC(CC1)N2)C(=O)C=2C1=C(N(N2)C2=CC=C(C=C2)OC)CCOC1